1-(2-(cyclopropanesulfonylamino)pyrimidin-4-yl)-N-(5-(6-ethoxypyrazin-2-yl)pyridin-2-yl)-4-morpholinocyclohexane-1-carboxamide C1(CC1)S(=O)(=O)NC1=NC=CC(=N1)C1(CCC(CC1)N1CCOCC1)C(=O)NC1=NC=C(C=C1)C1=NC(=CN=C1)OCC